Cl.COC1=CC=C(C=C1)C(C)N 1-(4-methoxyphenyl)ethan-1-amine hydrochloride salt